ClC1=CC(=C(C(=C1)C)C1=CC=C(N=N1)N1C[C@H](OCC1)CNC(C)=O)O N-[[(2R)-4-[6-(4-chloro-2-hydroxy-6-methyl-phenyl)pyridazin-3-yl]morpholin-2-yl]methyl]acetamide